tert-butyl 4-(2-acetamido-5-(2-((2-chloro-4-(trifluoromethyl)phenyl)amino)-2-oxoethyl)-6-ethyl-8-oxo-5,8-dihydropyrido[2,3-b]pyrazin-7-yl)piperazine-1-carboxylate C(C)(=O)NC=1N=C2C(=NC1)N(C(=C(C2=O)N2CCN(CC2)C(=O)OC(C)(C)C)CC)CC(=O)NC2=C(C=C(C=C2)C(F)(F)F)Cl